FC1=C(C#N)C=C(C=C1)OC=1C(=C2C=CN(C2=CC1F)S(=O)(=O)C1=CC=CC=C1)CN1C=NC(=C1)I 2-Fluoro-5-((6-fluoro-4-((4-iodo-1H-imidazol-1-yl)methyl)-1-(phenylsulfonyl)-1H-indol-5-yl)oxy)benzonitrile